COC1=C(C=C(C=N1)C1=CC=CC=N1)[N+](=O)[O-] 6-(6-Methoxy-5-nitropyridin-3-yl)pyridin